COC1=CC=C(C=C1)C1=NN2C(=NC=3C(=CC=CC3C2=N1)CSC)N[C@H]1C(NCCCC1)=O (3R)-3-({2-(4-methoxyphenyl)-7-[(methylsulfanyl)methyl][1,2,4]triazolo[1,5-c]quinazolin-5-yl}amino)azepan-2-one